Cl.Cl.CN1C(=NC2=C1C=CC=C2C)C2=CC=C(C=C2)S(=O)(=O)C 1,4-dimethyl-2-(4-(methylsulfonyl)phenyl)-1H-benzo[d]imidazole dihydrochloride